chloro-2',3'-dihydro-1'H-spiro[cyclopropane-1,4'-[2,6]naphthyridine] ClC1NCC2(C3=CN=CC=C13)CC2